ClC1=C(C=CC=C1)C1=C(C(=O)N)C=CC(=C1)NC1=NC(=NC=C1F)NC1=CC=C(C=C1)CC(=O)N1CCN(CC1)CC1CCN(CC1)C1=CC=C(C=C1)C(NC1C(NC(CC1)=O)=O)=O (2-chlorophenyl)-4-((2-((4-(2-(4-((1-(4-((2,6-dioxopiperidin-3-yl)carbamoyl)phenyl)piperidin-4-yl)methyl)piperazin-1-yl)-2-oxoethyl)phenyl)amino)-5-fluoropyrimidin-4-yl)amino)benzamide